C1(CC1)C(C(F)(F)F)(O)C1=CC(=C(C=C1OC)N=CN(C)C(C)C)C N'-[4-(1-cyclopropyl-2,2,2-trifluoro-1-hydroxy-ethyl)-5-methoxy-2-methyl-phenyl]-N-isopropyl-N-methyl-formamidine